FC1=C(C(=C(C(=N1)F)F)F)F pentafluoropyridine